4-(3-ethyl-2,5-dioxopyrrolidin-3-yl)benzoic acid C(C)C1(C(NC(C1)=O)=O)C1=CC=C(C(=O)O)C=C1